ethyl 1-(2-cyclopropyl-1-phenylethyl)-1H-pyrazole-4-carboxylate C1(CC1)CC(C1=CC=CC=C1)N1N=CC(=C1)C(=O)OCC